3-(6-(2H-1,2,3-triazol-2-yl)pyrid-3-yl)-1-(2,6-difluorobenzyl)-5-((dimethylamino)methyl)-6-(4-nitrophenyl)thieno[2,3-d]pyrimidine-2,4(1H,3H)-dione N=1N(N=CC1)C1=CC=C(C=N1)N1C(N(C2=C(C1=O)C(=C(S2)C2=CC=C(C=C2)[N+](=O)[O-])CN(C)C)CC2=C(C=CC=C2F)F)=O